CC=1C=C2C(=CC(OC2=CC1)=O)\C(=C\1/N=CC=C1)\C=1NC=CC1 6-methyl-4-[(E)-1H-pyrrol-2-yl(pyrrol-2-ylidene)methyl]chromen-2-one